(2S)-3-(5-bromothiophen-3-yl)-2-[(3R)-1-[(tert-butyloxy)carbonyl]pyrrolidin-3-yl]propanoic acid BrC1=CC(=CS1)C[C@H](C(=O)O)[C@@H]1CN(CC1)C(=O)OC(C)(C)C